(2S,3R)-2-(3,4,5-trihydroxyphenyl)chromane-3,5,7-triol OC=1C=C(C=C(C1O)O)[C@@H]1OC=2C=C(C=C(C2C[C@H]1O)O)O